C(C)(=O)N1CCN(CC1)C(C)=O 1,4-diacetylpiperazine